[Si](C)(C)(C(C)(C)C)OC1CC2(CC(C2)COC2=NN=C(S2)NC(=O)C=2C=NC(=CC2C2=CC(=NC=C2OC)Cl)C)C1 N-(5-((6-((tert-butyldimethylsilyl)oxy)spiro(3.3)hept-2-yl)methoxy)-1,3,4-thiadiazol-2-yl)-2'-chloro-5'-methoxy-6-methyl-(4,4'-bipyridine)-3-carboxamide